ClC=1C(=NC(=NC1)N[C@H]1[C@@H](COCC1)O)C1=CC2=C(N=C3N2CCC(N3C)=O)C(=C1)F 7-(5-chloro-2-(((3S,4R)-3-hydroxytetrahydro-2H-pyran-4-yl)amino)pyrimidin-4-yl)-9-fluoro-1-methyl-3,4-dihydrobenzo[4,5]imidazo[1,2-a]pyrimidin-2(1H)-one